Cl.Cl.BrC=1C=NN2C1N=C1C(=C2N[C@@H]2C[C@H](CC2)N)CC(C12CCCC2)CN2CCOCC2 (1S,3S)-N1-(3-bromo-6-(morpholinomethyl)-6,7-dihydrospiro[cyclopenta[d]pyrazolo[1,5-a]pyrimidine-5,1'-cyclopentane]-8-yl)cyclopentane-1,3-diamine dihydrochloride